ClC=1C(=CC(=NC1)NC(=O)NC1CCC(CC1)N1CCOCC1)C1=C2N(N=C1)CC(C2)(C)C 1-(5-chloro-4-(5,5-dimethyl-5,6-dihydro-4H-pyrrolo[1,2-b]pyrazol-3-yl)pyridin-2-yl)-3-((1r,4r)-4-morpholinocyclohexyl)urea